[1,2,4,5]tetrazine N1=NC=NN=C1